CC(C)N1N=C(C2=CC=CC=C2C1=O)C(=O)N1CCN(CC1)C1=C(C#N)C(=CC=C1)F 2-[4-[[3,4-dihydro-3-(1-methylethyl)-4-oxo-1-phthalazinyl]carbonyl]-1-piperazinyl]-6-fluorobenzonitrile